1-(4-iodophenyl)piperidine IC1=CC=C(C=C1)N1CCCCC1